N-((2R,3S)-1-(cyclopropylcarbonyl)-2-(((cis-4-(3-fluorophenyl)cyclohexyl)oxy)-methyl)piperidin-3-yl)methanesulfonamide C1(CC1)C(=O)N1[C@H]([C@H](CCC1)NS(=O)(=O)C)CO[C@@H]1CC[C@@H](CC1)C1=CC(=CC=C1)F